ClC1=C[C@H]2[C@@H]3CC[C@](C(C)=O)([C@]3(CC[C@@H]2[C@]2([C@@H]3[C@H](C(C=C12)=O)C3)C)C)O 6-chloro-17-hydroxy-1a,2a-methylenepregna-4,6-diene-3,20-dione